(7R,14R)-1-(difluoromethoxy)-11-[2-(1,1-dioxidothiomorpholin-4-yl)pyrimidin-5-yl]-6,7-dihydro-7,14-methanobenzimidazo[1,2-b][2,5]benzodiazocin-5(14H)-one FC(OC1=CC=CC=2C(N[C@H]3C=4N([C@@H](C21)C3)C3=C(N4)C=CC(=C3)C=3C=NC(=NC3)N3CCS(CC3)(=O)=O)=O)F